5,5'-diallyl-2'-(3-methyl-2-butenyloxy)biphenyl-2-ol C(C=C)C1=CC=C(C(=C1)C1=C(C=CC(=C1)CC=C)OCC=C(C)C)O